BrC1=CC(=C(C=C1)Cl)Cl 4-bromo-1,2-dichloro-benzene